ClC=1C(=C(NC2=C(NC3=C2C(NCC3)=O)C3=C(C=NC=C3)OCC3OCCOC3)C=CC1)CC 3-(3-chloro-2-ethylanilino)-2-{3-[(1,4-dioxan-2-yl)methoxy]pyridin-4-yl}-1,5,6,7-tetrahydro-4H-pyrrolo[3,2-c]pyridin-4-one